(2S)-9-((2-chloro-3,4-difluorophenyl)(hydroxy)methyl)-2-(methoxymethyl)-2-methyl-1,2,4,7-tetrahydro-3H-pyrrolo[3',2':5,6]Pyrido[3,4-b]Pyrazin-3-one ClC1=C(C=CC(=C1F)F)C(C1=CNC2=C1C1=C(NC([C@](N1)(C)COC)=O)C=N2)O